C(CCCCCCC\C=C/CCCCCCCCCCCCCCCCCCCCCC\C=C/CCCCCCCC(=O)N)(=O)N hexamethylenebisoleic acid Amide